C(C)C1=C(C(=O)OC[C@@H]2[C@H]([C@H]([C@@H](O2)N2C=NC=3C(NC(CC)=O)=NC=NC23)O)O)C=CC(=C1)N1C(=NC(C(=C1)CC=1C=NC(=NC1)OCC)=O)SCC1=CC=C(C=C1)F N6-propionyl-adenosine ethyl-4-[5-[(2-ethoxypyrimidin-5-yl)methyl]-2-[(4-fluorophenyl)methylsulfanyl]-4-oxopyrimidin-1-yl]benzoate